FC(C1=C(C=CC=C1)C=1C=NC=2CCN(CC2C1)C=1C(=CC=2N(N1)C(C=CN2)=O)C)F 7-(3-(2-(difluoromethyl)phenyl)-7,8-dihydro-1,6-naphthyridin-6(5H)-yl)-8-methyl-4H-pyrimido[1,2-b]pyridazin-4-one